C(#C)C=1SC=C(N1)C(=O)N(C1=CC(=CC(=C1)C(F)(F)F)OC(C)C)C1C(N(CC1)CC1=CC=C(C=C1)F)=O 2-Ethynyl-N-[1-[(4-fluorophenyl)methyl]-2-oxo-pyrrolidin-3-yl]-N-[3-isopropoxy-5-(trifluoromethyl)phenyl]thiazole-4-carboxamide